FC=1C(=C(OC2=NC=C(C(=C2C=2NC3=CC=NC(=C3C(C2)=O)N2N=CC=C2)C)C(F)(F)F)C=CC1F)C 2-[2-(3,4-difluoro-2-methyl-phenoxy)-4-methyl-5-(trifluoromethyl)-3-pyridyl]-5-pyrazol-1-yl-1H-1,6-naphthyridin-4-one